COC([C@@H](C1=CC=CC=C1)O)=O (R)-2-hydroxy-2-phenylacetic acid methyl ester